(4-oxo-4H-quinolin-1-yl)-acetyl-(2-nitrobenzylidene)hydrazine methyl-1-((5-(1-(2,6-dichlorophenyl)azetidin-3-yl)-3-methylpyridin-2-yl)methyl)piperidine-4-carboxylate COC(=O)C1CCN(CC1)CC1=NC=C(C=C1C)C1CN(C1)C1=C(C=CC=C1Cl)Cl.O=C1C=CN(C2=CC=CC=C12)N(N=CC1=C(C=CC=C1)[N+](=O)[O-])C(C)=O